methyl (S)-2-(1-(2-ethyl-6-(5-(hydroxymethyl)-1-methyl-1H-1,2,3-triazol-4-yl)pyridin-3-yl)-5,5-difluoropiperidin-3-yl)acetate C(C)C1=NC(=CC=C1N1C[C@H](CC(C1)(F)F)CC(=O)OC)C=1N=NN(C1CO)C